ClC1=C(C=C(NC1=O)N1N=C(C=C1C1=C(C(=O)N)C=CC=C1)C)C (1-(5-chloro-4-methyl-6-oxo-1,6-dihydropyridin-2-yl)-3-methyl-1H-pyrazol-5-yl)benzamide